diphenyl-4,4'-dihydroxybiphenyl C1(=CC=CC=C1)C=1C(=C(C=CC1O)C1=CC=C(C=C1)O)C1=CC=CC=C1